FC1=CC=C(C=C1)[C@H](C)N(S(=O)(=O)C1=CC=C2CCN(CC2=C1)C(C(C)C)=O)C (S)-N-(1-(4-fluorophenyl)ethyl)-2-isobutyryl-N-methyl-1,2,3,4-tetrahydroisoquinoline-7-sulfonamide